N-{[(9H-fluoren-9-yl)methoxy]carbonyl}-L-methionine C1=CC=CC=2C3=CC=CC=C3C(C12)COC(=O)N[C@@H](CCSC)C(=O)O